4-(6-(5-(2-(6-azaspiro[2.5]oct-6-yl)pyridin-3-yl)-4H-1,2,4-triazol-3-yl)pyridin-2-yl)morpholine C1CC12CCN(CC2)C2=NC=CC=C2C=2NC(=NN2)C2=CC=CC(=N2)N2CCOCC2